C(#N)N1C[C@]2(CC2C1)NC(=O)C1=NNC(=C1)C1=C(C=CC=C1)OC1=CC=CC=C1 N-((1R)-3-Cyano-3-azabicyclo[3.1.0]hexan-1-yl)-5-(2-phenoxyphenyl)-1H-pyrazol-3-carboxamid